(4-hydroxyphenyl)-2-methylpropan-1-one OC1=CC=C(C=C1)C(C(C)C)=O